N-(2-(4,4-difluorocyclohexyl)-4-(2,5-difluorophenyl)pyridin-3-yl)-2-(2-methylpropan-1-en-1-yl)pyrimidine-5-carboxamide FC1(CCC(CC1)C1=NC=CC(=C1NC(=O)C=1C=NC(=NC1)C=C(C)C)C1=C(C=CC(=C1)F)F)F